2-(2-hydroxy-1H-indol-3-yl)indol-3-one OC=1NC2=CC=CC=C2C1C1=NC2=CC=CC=C2C1=O